ClC=1C=NN(C1C(NC1=NC=C(C=C1F)C#CC1=CC=CC=C1)=O)C1CN(CC1)C(=O)OC(C)(C)C tert-butyl 3-(4-chloro-5-((3-fluoro-5-(phenylethynyl)pyridin-2-yl)carbamoyl)-1H-pyrazol-1-yl)pyrrolidine-1-carboxylate